ethyl-2-(5-chloro-3-methyl-1-benzothiophene-2-sulfonamido)-4-methyl-1,3-thiazole C(C)C1=C(N=C(S1)NS(=O)(=O)C=1SC2=C(C1C)C=C(C=C2)Cl)C